NC=1C=2N(C=CN1)C(=NC2C2=CC=C(C(=O)NC1=NC=CC=C1)C=C2)[C@H]2N(CCC2)C2CCN(CC2)C2CN(C2)C=2C=C1C(N(C(C1=CC2)=O)C2C(NC(CC2)=O)=O)=O 4-[8-amino-3-[(2S)-1-[1-[1-[2-(2,6-dioxo-3-piperidyl)-1,3-dioxo-isoindolin-5-yl]azetidin-3-yl]-4-piperidyl]pyrrolidin-2-yl]imidazo[1,5-a]pyrazin-1-yl]-N-(2-pyridyl)benzamide